1-tritylaziridine C(C1=CC=CC=C1)(C1=CC=CC=C1)(C1=CC=CC=C1)N1CC1